ClC=1C=C2N=CC(=NC2=CC1)C1=CC=C(C=C1)C=1N=CC(=NC1)NC(C(F)(F)F)=O N-(5-(4-(6-chloroquinoxalin-2-yl)phenyl)pyrazin-2-yl)-2,2,2-trifluoroacetamide